C(CCCCCCCCCCCCCCC)(=O)OCC(O)C1OCC(C1O)O 2-(3,4-dihydroxyoxolan-2-yl)-2-hydroxyethyl hexadecanoate